CC1=CC=C(C=C1)S(=O)(=O)OCC1CC(C1)N(C1=C(C=C(C=C1)[N+](=O)[O-])F)C(=O)OC(C)(C)C (3-((tert-butoxycarbonyl)(2-fluoro-4-nitrophenyl)amino)cyclobutyl)methyl 4-methylbenzenesulfonate